[O-]CC.[O-]CC.[O-]CC.[Al+3] aluminum (III) triethoxide